5-benzyl-N-(3'-methyl-[4,4'-bipyridine]-2-yl)-4H-1,2,4-triazole-3-carboxamide C(C1=CC=CC=C1)C=1NC(=NN1)C(=O)NC1=NC=CC(=C1)C1=C(C=NC=C1)C